C(C)OC(C[C@@H](C=1C=C(C=C(C1F)C(F)(F)F)C1=C(C=C(C=C1C)C1CC1)O)NC(=O)OC(C)(C)C)=O.N=1C=CN2C1C=CC(=C2)C(C)=O 1-(imidazo[1,2-a]pyridin-6-yl)ethanone ethyl-(S)-3-((tert-butoxycarbonyl)amino)-3-(4'-cyclopropyl-4-fluoro-2'-hydroxy-6'-methyl-5-(trifluoromethyl)-[1,1'-biphenyl]-3-yl)propanoate